(S)-2,2-binaphthol C=1(C(=CC=C2C=CC=CC12)C1=CC2=CC=CC=C2C=C1)O